C(C)N1CCN(CC1)C1CCN(CC1)C1CCN(CC1)C1=C(C=NC2=CC=C(C=C12)S(=O)C)S(=O)(=O)C1=CC=C(C=C1)OCCCCCCCCCCCCCCCCCCCCCCCC 4-(4-(4-ethylpiperazin-1-yl)-[1,4'-bipiperidin]-1'-yl)-6-(methylsulfinyl)-3-((4-(tetracosyloxy)phenyl)sulfonyl)quinoline